6-(5-bromo-3-isopropyl-1H-indol-2-yl)-8-methoxy-[1,2,4]triazolo[1,5-a]pyridine BrC=1C=C2C(=C(NC2=CC1)C=1C=C(C=2N(C1)N=CN2)OC)C(C)C